3-(7-carbamoyl-2H-indazol-2-yl)propionic acid C(N)(=O)C1=CC=CC2=CN(N=C12)CCC(=O)O